ethyl 2-bromoimidazo[5,1-b]thiazole-7-carboxylate BrC1=CN2C(S1)=C(N=C2)C(=O)OCC